4-(HEPTYLOXY)BENZALDEHYDE C(CCCCCC)OC1=CC=C(C=O)C=C1